[Si](C)(C)(C(C)(C)C)OC1CN(C1)C=1C=CC(=NC1)N 5-(3-((tert-butyldimethylsilyl)oxy)azetidin-1-yl)pyridin-2-amine